ClC1=C(C=NC2=CC(=C(C=C12)Cl)C)S(=O)(=O)N1CCSCC1 4-[(4,6-dichloro-7-methyl-3-quinolinyl)sulfonyl]thiomorpholine